FC=1C(=C2C(=NC1N1CC3(CN(C3)C(C=C)=O)CC1)CC(OC2)(C)C)C2=CC(=CC1=CC=CC=C21)O (M)-1-(6-(3-fluoro-4-(3-hydroxy-1-naphthalenyl)-7,7-dimethyl-7,8-dihydro-5H-pyrano[4,3-b]pyridin-2-yl)-2,6-diazaspiro[3.4]octan-2-yl)-2-propen-1-one